tert-butyl 4-oxospiro[chroman-2,4'-piperidine]-1'-carboxylate O=C1CC2(CCN(CC2)C(=O)OC(C)(C)C)OC2=CC=CC=C12